ClC1=C(C=CC=C1C1=CC=C(C(=N1)OC)CNCC(=O)O)C1=C(C(=CC=C1)NC=1C2=C(N=C(N1)C)C=CC=N2)C ((6-(2-chloro-2'-methyl-3'-((2-methylpyrido[3,2-d]pyrimidin-4-yl)amino)-[1,1'-biphenyl]-3-yl)-2-methoxypyridin-3-yl)methyl)glycine